(2S,3S)-ethyl 3-((2-chloro-6-(4-phenylpiperazin-1-yl)pyrimidin-4-yl)amino)bicyclo[2.2.2]octane-2-carboxylate ClC1=NC(=CC(=N1)N[C@@H]1[C@H](C2CCC1CC2)C(=O)OCC)N2CCN(CC2)C2=CC=CC=C2